6-fluoro-7-(2-fluoro-6-hydroxyphenyl)-1-(2-methyl-6-(2-propanyl)phenyl)-4-((3R)-3-methyl-4-(2-propenoyl)-1-piperazinyl)pyrido[2,3-d]pyrimidin-2(1H)-one FC1=CC2=C(N(C(N=C2N2C[C@H](N(CC2)C(C=C)=O)C)=O)C2=C(C=CC=C2C(C)C)C)N=C1C1=C(C=CC=C1O)F